1-(1-{4-[(3RS)-2,6-DIOXOPIPERIDIN-3-YL]PHENYL}PIPERIDINE-4-CARBONYL)PIPERIDINE-4-CARBONITRILE O=C1NC(CC[C@@H]1C1=CC=C(C=C1)N1CCC(CC1)C(=O)N1CCC(CC1)C#N)=O |r|